1-(6-bromopyridin-3-yl)-3-cyclopropylprop-2-yn-1-one BrC1=CC=C(C=N1)C(C#CC1CC1)=O